6-((triisopropylsilyl)ethynyl)pyrazine-2-carboxamide C(C)(C)[Si](C(C)C)(C(C)C)C#CC1=CN=CC(=N1)C(=O)N